CS(=O)(=O)O[C@H]1CN(CC1)C1=NC=C(C=C1)C=1SC=2C(N(CCC2N1)C1=CC(=C(C=C1)F)N(C(=O)OC(C)(C)C)C(=O)OC(C)(C)C)=O (R)-1-(5-(5-(3-(bis(tert-butoxycarbonyl)amino)-4-fluorophenyl)-4-oxo-4,5,6,7-tetrahydrothiazolo[5,4-c]pyridin-2-yl)pyridin-2-yl)pyrrolidin-3-yl methanesulfonate